ClC=1C=CC(=C(C1)NC1N(C(=NC(=N1)N)N1CCOCC1)C1=CC(=C(C=C1)C)C)C N-(5-Chloro-2-methylphenyl)-N1-(3,4-dimethylphenyl)-6-morpholin-4-yl-[1,3,5]triazine-2,4-diamine